[2,3'-bipyridin]-3-ol N1=C(C(=CC=C1)O)C=1C=NC=CC1